[5-[bis(t-butoxycarbonyl)amino]-4-ethyl-3-pyridinyl]boronic acid C(C)(C)(C)OC(=O)N(C=1C(=C(C=NC1)B(O)O)CC)C(=O)OC(C)(C)C